trimethylphenylsulfonium trifluoromethanesulfonate FC(S(=O)(=O)[O-])(F)F.CC1=C(C(=C(C=C1)[SH2+])C)C